(4aR,8aS)-6-[6-[[2-methyl-5-(trifluoromethyl)triazol-4-yl]methyl]-2-azaspiro[3.3]heptane-2-carbonyl]-4,4a,5,7,8,8a-hexahydropyrido[4,3-b][1,4]oxazin-3-one CN1N=C(C(=N1)CC1CC2(CN(C2)C(=O)N2C[C@@H]3[C@@H](OCC(N3)=O)CC2)C1)C(F)(F)F